ClC=1C=CC=C2C=CC=C(C12)C1=C(C=2N=C(N=C(C2C=N1)N1CC(NC2(COC2)C1)C)OC[C@]12CCCN2C[C@@H](C1)F)F 8-(7-(8-chloronaphthalen-1-yl)-8-fluoro-2-(((2R,7aS)-2-fluorotetrahydro-1H-pyrrolizin-7a(5H)-yl)methoxy)pyrido[4,3-d]pyrimidin-4-yl)-6-methyl-2-oxa-5,8-diazaspiro[3.5]nonane